3-cyclopropyl-1-(2-((1-((1-(dimethylamino)cyclopropyl)methyl)-1H-pyrazol-4-yl)amino)-6-methylpyrido[3,4-d]pyrimidin-8-yl)pyrrolidine-3-carbonitrile C1(CC1)C1(CN(CC1)C1=NC(=CC2=C1N=C(N=C2)NC=2C=NN(C2)CC2(CC2)N(C)C)C)C#N